3-methyl-5-(1-piperazinylsulfonyl)-2,4-thiophenedicarboxylic acid CC1=C(SC(=C1C(=O)O)S(=O)(=O)N1CCNCC1)C(=O)O